3-oxo-3,4-dihydrospiro[benzo[b][1,4]thiazine-2,3'-pyrrolidine]-5'-carboxamide O=C1NC2=C(SC13CNC(C3)C(=O)N)C=CC=C2